(S)-1-(3,4-dihydroisoquinolin-2(1H)-yl)-3-((7-((1-(methylsulfonyl)piperidin-4-yl)amino)-5-(trifluoromethyl)-1H-pyrazolo[4,3-d]pyrimidin-3-yl)amino)propan-2-ol C1N(CCC2=CC=CC=C12)C[C@H](CNC1=NNC2=C1N=C(N=C2NC2CCN(CC2)S(=O)(=O)C)C(F)(F)F)O